C[Si](C)(C)C#CC1=CC=C(C=O)C=C1 4-[(trimethylsilyl)ethynyl]benzaldehyde